[Au](Cl)(Cl)Cl.C(C)(C)C1=C(C(=CC=C1)C(C)C)N1C(N2C(C=CC=C2N(C)C)=C1)=C1C(=CC=CC1)C1=CC=CC=C1 (2-(2,6-Diisopropylphenyl)-5-(dimethylamino)imidazo[1,5-a]pyridin-3-ylidene)(2,2'-biphenyl) gold(III) chloride